tert-butyl (2-(bicyclo[2.1.1]hexan-2-ylamino)ethyl)carbamate C12C(CC(C1)C2)NCCNC(OC(C)(C)C)=O